tert-butyl (S)-2-(1-amino-5-carbamoyl-4-(4-((5-fluoro-4-methylpyridin-2-yl)carbamoyl)phenyl)-1H-imidazol-2-yl)piperidine-1-carboxylate NN1C(=NC(=C1C(N)=O)C1=CC=C(C=C1)C(NC1=NC=C(C(=C1)C)F)=O)[C@H]1N(CCCC1)C(=O)OC(C)(C)C